5-chloro-2-(piperidin-4-yl)thiophene-3-carboxylic acid hydrochloride Cl.ClC1=CC(=C(S1)C1CCNCC1)C(=O)O